4-ethynyl-2-phenylpyrimidine C(#C)C1=NC(=NC=C1)C1=CC=CC=C1